4-((benzyloxy)methyl)-N-(3-(4,4,5,5-tetramethyl-1,3,2-dioxaborolan-2-yl)phenyl)benzamide C(C1=CC=CC=C1)OCC1=CC=C(C(=O)NC2=CC(=CC=C2)B2OC(C(O2)(C)C)(C)C)C=C1